2-(2,6-dioxopiperidin-3-yl)-5-fluoro-6-(5-(piperidin-4-ylmethyl)-2,5-diazabicyclo[2.2.1]heptane-2-yl)isoindoline-1,3-dione O=C1NC(CCC1N1C(C2=CC(=C(C=C2C1=O)F)N1C2CN(C(C1)C2)CC2CCNCC2)=O)=O